COCCN1N=C(C2=CC=CC(=C12)CC(=O)OC(C)(C)C)C tert-butyl 2-(1-(2-methoxyethyl)-3-methyl-1H-indazol-7-yl)acetate